N-{[(9H-fluoren-9-yl)methoxy]carbonyl}-3-pyrimidin-2-yl-L-alanine C1=CC=CC=2C3=CC=CC=C3C(C12)COC(=O)N[C@@H](CC1=NC=CC=N1)C(=O)O